OC=1C=C(OC2C(NC(CC2)=O)=O)C=C(C1)C 3-(3-hydroxy-5-methyl-phenoxy)piperidine-2,6-dione